2-(5-fluoro-2-methoxynicotinamido)benzo[d]thiazole-6-carboxylic acid FC=1C=NC(=C(C(=O)NC=2SC3=C(N2)C=CC(=C3)C(=O)O)C1)OC